tert-butyl 3-formyl-8-azabicyclo[3.2.1]octane-8-carboxylate C(=O)C1CC2CCC(C1)N2C(=O)OC(C)(C)C